4,9-dioxo-4,9-dihydronaphtho[2,3-b]Furan-2-carboxylic acid O=C1C2=CC=CC=C2C(C=2OC(=CC21)C(=O)O)=O